FC(OCC1=C(C=C(C=C1)CN)F)F (4-((difluoromethoxy)methyl)-3-fluorophenyl)methylamine